3-((4-(methoxycarbonyl)phenyl)amino)imidazo[1,2-a]pyridine-6-carboxylate COC(=O)C1=CC=C(C=C1)NC1=CN=C2N1C=C(C=C2)C(=O)[O-]